2-(1-methyl-1H-pyrazol-4-yl)pyrazine CN1N=CC(=C1)C1=NC=CN=C1